pyrazine-1-carboxamide trifluoroacetate FC(C(=O)O)(F)F.N1(CC=NC=C1)C(=O)N